C(C1=CC=CC=C1)N1CC(=CCC1)C1=NOC2=C1C=CC(=C2)F 3-(1-benzyl-1,2,5,6-tetrahydropyridin-3-yl)-6-fluorobenzo[d]isoxazole